BrC1=CC=C(COC2=C(CC3N(CCC(C3)N)C)C=C(C=C2)[N+](=O)[O-])C=C1 (2-((4-bromobenzyl)oxy)-5-nitrobenzyl)-1-methylpiperidin-4-amine